NC=1C2=C(N=CN1)N(C(=C2C2=CC=C(C=C2)OC2=CC=CC=C2)C#CC2CCNCC2)C(C(=O)OC)C methyl 2-(4-amino-5-(4-phenoxyphenyl)-6-(piperidin-4-ylethynyl)-7H-pyrrolo[2,3-d]pyrimidin-7-yl)propanoate